NC=1C=NN(C1)C=1C=C(C=CC1)CO (3-(4-amino-1H-pyrazol-1-yl)phenyl)methanol